I(=O)(=O)O.C(CCCC)N1N=CC=C1 1-pentylpyrazole iodate